C[Si](CCOCOC1=C2CCC2=CC=C1B1OC(C(O1)(C)C)(C)C)(C)C trimethyl-[2-[[3-(4,4,5,5-tetramethyl-1,3,2-dioxaborolan-2-yl)-2-bicyclo[4.2.0]octa-1,3,5-trienyl]oxymethoxy]ethyl]silane